13,17,21-Trimethylnonatriacontane CC(CCCCCCCCCCCC)CCCC(CCCC(CCCCCCCCCCCCCCCCCC)C)C